BrC=1C(=NC(=NC1)NC1=C(C=C(C(=C1)Cl)N1CCC(CC1)N1CCN(CC1)C)Cl)NC=1C(=CC2=C(OCO2)C1)N(S(=O)(=O)C)C N-(6-((5-bromo-2-((2,5-dichloro-4-(4-(4-methylpiperazin-1-yl)piperidin-1-yl)phenyl)amino)pyrimidin-4-yl)amino)benzo[d][1,3]dioxol-5-yl)-N-methylmethanesulfonamide